(S)-N-(4-oxo-2,3,4,5-tetrahydropyrido[3,2-b][1,4]oxazepin-3-yl)-5-(1-phenylcyclopropyl)isoxazole-3-carboxamide O=C1NC2=C(OC[C@@H]1NC(=O)C1=NOC(=C1)C1(CC1)C1=CC=CC=C1)C=CC=N2